C(C)OC(C(\C=C/C1=CC=C(C=C1)CCCC)(F)F)=O Z-ethyl-4-(4-butylphenyl)-2,2-difluorobut-3-enoate